2-((6-amino-4-(1-(1-(tert-butoxycarbonyl)piperidin-4-yl)-1H-pyrazol-4-yl)pyridin-3-yl)oxy)-6-chlorobenzoic acid NC1=CC(=C(C=N1)OC1=C(C(=O)O)C(=CC=C1)Cl)C=1C=NN(C1)C1CCN(CC1)C(=O)OC(C)(C)C